(S)-1-benzyl-3-(methyl-d3)piperidin-3-ol tert-Butyl-5-(1-(tert-butoxycarbonyl)-6-cyano-3-iodo-1H-pyrazolo[4,3-b]pyridin-5-yl)-6-fluoro-3,4-dihydroisoquinoline-2(1H)-carboxylate C(C)(C)(C)C1N(CCC2=C(C(=CC=C12)F)C1=C(C=C2C(=N1)C(=NN2C(=O)OC(C)(C)C)I)C#N)C(=O)O[C@@]2(CN(CCC2)CC2=CC=CC=C2)C([2H])([2H])[2H]